mercaptonaphthalene SC1=CC=CC2=CC=CC=C12